(2R)-2-(benzyloxy)-3-(3,6-dichloro-5-methylpyridazin-4-yl)propan-1-ol C(C1=CC=CC=C1)O[C@@H](CO)CC1=C(N=NC(=C1C)Cl)Cl